1-(6-(6-chloro-8-fluoro-7-(5-methyl-1H-indazol-4-yl)-2-(((S)-1-methylpyrrolidin-2-yl)methoxy)quinazolin-4-yl)-1-methyl-2,6-diazaspiro[3.4]octan-2-yl)prop-2-en-1-one ClC=1C=C2C(=NC(=NC2=C(C1C1=C2C=NNC2=CC=C1C)F)OC[C@H]1N(CCC1)C)N1CC2(CN(C2C)C(C=C)=O)CC1